methyl (R)-5,5-dimethyl-2-(((trifluoromethyl)sulfonyl)oxy)hexanoate CC(CC[C@H](C(=O)OC)OS(=O)(=O)C(F)(F)F)(C)C